4-(4-Hydroxybenzoyl)phenyl 3-chloro-5-(5-chloro-3-(N-(4-ethoxy-3-methoxyphenyl)-N-methylsulfamoyl)thiophene-2-carboxamido)benzoate ClC=1C=C(C(=O)OC2=CC=C(C=C2)C(C2=CC=C(C=C2)O)=O)C=C(C1)NC(=O)C=1SC(=CC1S(N(C)C1=CC(=C(C=C1)OCC)OC)(=O)=O)Cl